N-(3-(5-chlorothiophen-2-yl)-1H-indazol-5-yl)-5-cyano-3-methylpicolinamide ClC1=CC=C(S1)C1=NNC2=CC=C(C=C12)NC(C1=NC=C(C=C1C)C#N)=O